(2R)-2-{[7-bromo-2-(1-methyl-1H-pyrazol-4-yl)[1,2,4]triazolo[1,5-c]quinazolin-5-yl]amino}-1-(2-oxa-6-azaspiro[3.3]heptan-6-yl)propan-1-one BrC1=CC=CC=2C=3N(C(=NC12)N[C@@H](C(=O)N1CC2(COC2)C1)C)N=C(N3)C=3C=NN(C3)C